C(C)(C)C1=C(NC2=CC=C(C=C12)C1CCN(CC1)C1CCOCC1)C=1C(=C(C(N(C1)C)=O)C#N)C 5-(3-isopropyl-5-(1-(tetrahydro-2H-pyran-4-yl)piperidin-4-yl)-1H-indol-2-yl)-1,4-dimethyl-2-oxo-1,2-dihydropyridine-3-carbonitrile